di(2-indolyl)acetylene N1C(=CC2=CC=CC=C12)C#CC=1NC2=CC=CC=C2C1